C1(CC1)CN1N=C(C(=C1)C1=CC(=NC=C1)C1=NC2=C(N1)CN(C2)S(=O)(=O)C)C2=NC(=CC=C2)C 2-[4-(1-(Cyclopropylmethyl)-3-(6-methylpyridin-2-yl)-1H-pyrazol-4-yl)pyridin-2-yl]-5-(methylsulfonyl)-1,4,5,6-tetrahydropyrrolo[3,4-d]imidazole